4,6-bis(naphthalen-1-yl)-2-(4''-cyano-[1,1':4',1'']terphenyl-4-yl)-benzoxazole C1(=CC=CC2=CC=CC=C12)C1=CC(=CC2=C1N=C(O2)C2=CC=C(C=C2)C2=CC=C(C=C2)C2=CC=C(C=C2)C#N)C2=CC=CC1=CC=CC=C21